1-spiro[3.3]hept-2-yl-3-(5-trifluoromethoxy-2,3-dihydro-benzofuran-3-yl)-urea C1C(CC12CCC2)NC(=O)NC2COC1=C2C=C(C=C1)OC(F)(F)F